BrC1=CC(=C(C=C1)[C@@H](C(F)(F)F)NC(NC1(CC1)C(=O)OCC)=O)F ethyl (S)-1-(3-(1-(4-bromo-2-fluorophenyl)-2,2,2-trifluoroethyl)ureido)cyclopropane-1-carboxylate